Cl.CN1N=C(C2=CC=C(C=C12)C1=CC=C(C=C1)NC)C1C(NC(CC1)=O)=O 3-[1-methyl-6-[4-(methylamino)phenyl]indazol-3-yl]piperidine-2,6-dione hydrochloride